methyltriphenylphosphine methyl-carbonate COC(O)=O.CC1=C(C=CC=C1)P(C1=CC=CC=C1)C1=CC=CC=C1